2,6-diiodobenzyl alcohol IC1=C(CO)C(=CC=C1)I